[3-(2-methoxy ethoxy)-5-{[2-(trifluoromethyl)pyridin-4-yl] carbamoyl} phenyl] carbamate C(N)(OC1=CC(=CC(=C1)C(NC1=CC(=NC=C1)C(F)(F)F)=O)OCCOC)=O